ON=C(N)C=1C(=NC=CN1)C(C)NC(C1=CC(=CC(=C1)C(F)(F)F)C(F)(F)F)=O N-[1-[3-(N'-hydroxycarbamimidoyl)pyrazin-2-yl]ethyl]-3,5-bis(trifluoromethyl)benzamide